methyl (1S,3S)-3-((6-(3-(((butoxycarbonyl)(methyl)amino)methyl)-5-chlorothiophen-2-yl)-2-methylpyridin-3-yl)oxy)cyclohexane-1-carboxylate C(CCC)OC(=O)N(C)CC1=C(SC(=C1)Cl)C1=CC=C(C(=N1)C)O[C@@H]1C[C@H](CCC1)C(=O)OC